tert-butyl (((2S,3S)-4-bromo-5-chloro-6-fluoro-3-methyl-2-phenyl-2,3-dihydrobenzofuran-2-yl)methyl)(methyl)carbamate BrC1=C(C(=CC2=C1[C@@H]([C@](O2)(C2=CC=CC=C2)CN(C(OC(C)(C)C)=O)C)C)F)Cl